NCCCNCC(C(CC)NCCCCCCCCCCCC)O 1-((3-aminopropyl)amino)-3-(dodecylamino)-pentan-2-ol